C=C1CC2(C1)OCCO2 2-methylene-5,8-dioxaspiro[3.4]octane